4-benzyl-7-(benzyloxy)-4-azaspiro[2.5]octane C(C1=CC=CC=C1)N1C2(CC2)CC(CC1)OCC1=CC=CC=C1